Natrium Hydrosulfid [SH-].[Na+]